1-(6-chloro-7-(8-ethyl-3-(methoxymethoxy)naphthalen-1-yl)-8-fluoro-2-(((S)-1-methylpyrrolidin-2-yl)methoxy)quinazolin-4-yl)-3-methylpiperidin-3-ol ClC=1C=C2C(=NC(=NC2=C(C1C1=CC(=CC2=CC=CC(=C12)CC)OCOC)F)OC[C@H]1N(CCC1)C)N1CC(CCC1)(O)C